4-((tert-butyldimethylsilyl)oxy)butan-2-yl 2-(3,5-dichlorophenyl)benzo-[d]oxazole-6-carboxylate ClC=1C=C(C=C(C1)Cl)C=1OC2=C(N1)C=CC(=C2)C(=O)OC(C)CCO[Si](C)(C)C(C)(C)C